CN1CCN(CC1)C1=CC=C(C=C1)C=1N=C(SC1)C=1N=C(SC1)N (4-(4-methylpiperazin-1-yl)phenyl)-[2,4'-bithiazole]-2'-amine